1-((1,1,1,4,4,5,5,5-Octafluoro-2-(trifluoromethyl)pent-2-en-3-yl)oxy)-3,5-bis(trifluoromethyl)benzene FC(C(=C(C(C(F)(F)F)(F)F)OC1=CC(=CC(=C1)C(F)(F)F)C(F)(F)F)C(F)(F)F)(F)F